FC=1C(=CC=C2C(=NC(=NC12)OCC12CCCN2CCC1)N1C[C@H]2CC[C@@H](C1)N2CC(=O)N)C2=CC(=CC1=CC=CC=C21)O 2-((1R,5S)-3-(8-fluoro-7-(3-hydroxynaphthalen-1-yl)-2-((tetrahydro-1H-pyrrolizin-7a(5H)-yl)methoxy)quinazolin-4-yl)-3,8-diazabicyclo[3.2.1]octan-8-yl)acetamide